COCCCN1CCC(CC1)N (3-methoxypropyl)-4-piperidinamine